NC1=NC=C2C(=N1)N(C(N(C2)C2=C(C=CC=C2C)F)=O)[C@@H]2CC[C@@H](CC2)NC cis-7-amino-3-(2-fluoro-6-methyl-phenyl)-1-[4-(methylamino)cyclohexyl]-4H-pyrimido[4,5-d]pyrimidin-2-one